FC(C1=CC=C(C=C1)N1CC(CC2=CC=CC=C12)NC(CC)=O)(F)F N-(1-(4-(trifluoromethyl)phenyl)-1,2,3,4-tetrahydroquinolin-3-yl)propionamide